NCCNC(=O)C1=CC=C(CS=C([O-])C2C(C2)N)C=C1 S-(4-((2-aminoethyl)carbamoyl)benzyl)-2-aminocyclopropane-1-carbothioate